(isopropylamino)-3-((6-methylpyrazin-2-yl)oxy)propan-2-ol C(C)(C)NCC(COC1=NC(=CN=C1)C)O